(E)-13-Octadecenal C(CCCCCCCCCCC\C=C\CCCC)=O